CC1=C2C(=NC=3N=C(N=C(C31)N)N[C@H]3CNCC3)CCC2 (R)-5-methyl-N2-(pyrrolidin-3-yl)-7,8-dihydro-6H-cyclopenta[5,6]pyrido[2,3-d]pyrimidine-2,4-diamine